C(C1=CC=CC=C1)[C@@H]1[C@H]2C[C@H]2CN1C1=CC(=CC(N1)=O)N1CCOCC1 6-((1S,2R,5R)-2-benzyl-3-azabicyclo[3.1.0]hexan-3-yl)-4-morpholinopyridin-2(1H)-one